((S)-2-(((2R,3S,4R,5S)-5-(2-chloro-4-(cyclopentylamino)pyrrolo[2,1-f][1,2,4]triazin-7-yl)-3,4-dihydroxytetrahydrofuran-2-yl)methoxy)-1-hydroxy-3-methoxypropan-2-yl)phosphonic acid ClC1=NN2C(C(=N1)NC1CCCC1)=CC=C2[C@H]2[C@@H]([C@@H]([C@H](O2)CO[C@](CO)(COC)P(O)(O)=O)O)O